NCCCNCCCC[Si](OC)(OC)OC N-(3-aminopropyl)-4-aminobutyltrimethoxysilane